FC1=C(C=CC=C1C[C@@H]1N(CC2(CC2)[C@@H]1NS(=O)(=O)C(F)F)C(C(C)(C)O)=O)C1=CC(=CC=C1)F N-((6S,7S)-6-((2,3'-difluoro-[1,1'-biphenyl]-3-yl)methyl)-5-(2-hydroxy-2-methylpropanoyl)-5-azaspiro[2.4]heptan-7-yl)-1,1-difluoromethanesulfonamide